Cysteinylglycine, Magnesium salt [Mg+2].N[C@@H](CS)C(=O)NCC(=O)[O-].N[C@@H](CS)C(=O)NCC(=O)[O-]